5-chloro-6-(difluoromethoxy)-N-[(4-(difluoromethoxy)pyridin-3-yl)methyl]pyridine-3-carboxamide ClC=1C=C(C=NC1OC(F)F)C(=O)NCC=1C=NC=CC1OC(F)F